ClC=1C=CC(=NC1)[C@@H](C)NCCCC[C@H](C(=O)NO)CC1=CC(=C(C(=C1)C)F)C (S)-6-(((R)-1-(5-chloropyridin-2-yl)ethyl)amino)-2-(4-fluoro-3,5-dimethylbenzyl)-N-hydroxyhexanamide